1-(4-bromophenyl)-2-(methylsulfonyl)ethan-1-one BrC1=CC=C(C=C1)C(CS(=O)(=O)C)=O